4-oxo-4-phenyl-2-butenoic acid O=C(C=CC(=O)O)C1=CC=CC=C1